C(C)(=O)N1CCC(CC1)NCC=1C=C(C=C(C1)OC)C1=NC=CC(=C1Cl)C=1C(=C(C=CC1)C1=CC=C(C(=N1)OC)CNC1CCN(CC1)C(C)=O)Cl 1-(4-(((6-(3-(2-(3-(((1-acetylpiperidin-4-yl)amino)methyl)-5-methoxyphenyl)-3-chloropyridin-4-yl)-2-chlorophenyl)-2-methoxypyridin-3-yl)methyl)amino)piperidin-1-yl)ethan-1-one